BrC1=CC=C(CC2=CC(=C(C(N2C)=O)C(=O)OCC)Cl)C=C1 ethyl 6-(4-bromobenzyl)-4-chloro-1-methyl-2-oxo-1,2-dihydropyridine-3-carboxylate